Cl.C(C1=CC=CC=C1)OC1=NC=CC=C1NC1=NSN=C1N1CCN(CC1)C[C@H]1COC2=C(O1)C=CC=C2 (S)-N-(2-(benzyloxy)pyridin-3-yl)-4-(4-((2,3-dihydrobenzo[b][1,4]-dioxin-2-yl)methyl)piperazin-1-yl)-1,2,5-thiadiazol-3-amine hydrochloride